C(C)OC=1C(C(C1NC=1C(=C2C=NN(C2=CC1)C)F)=O)=O 3-ethoxy-4-((4-fluoro-1-methyl-1H-indazol-5-yl)amino)cyclobut-3-ene-1,2-dione